CC1CCC(N(C1)C(C(=O)NC=1C=NC=C(C(=O)N)C1)=O)C=1SC(=CC1)C(NC)=O 5-(2-(5-methyl-2-(5-(methylcarbamoyl)thiophen-2-yl)piperidin-1-yl)-2-oxoacetamido)Nicotinamide